FC=1C=C(C=C(C1F)F)C1=C(C=CC=C1)N 3',4',5'-trifluoro-2-aminobiphenyl